C[Si](CCOCN1N=CC(=C1)C(=O)OCC)(C)C ethyl 1-(2-trimethylsilylethoxymethyl)pyrazole-4-carboxylate